octahydropyrrolo[2,3-c]pyrrole-4-carboxylic acid hydrochloride Cl.N1CCC2C1CNC2C(=O)O